Cl.COC1=CC=C(C=C1)CNN [(4-methoxyphenyl)methyl]hydrazine hydrochloride